(S)-6-(((1-([1,1'-bi(cyclopropan)]-1-yl)-1H-1,2,3-triazol-4-yl)(isoquinolin-5-yl)methyl)amino)-4-(neopentylamino)quinoline-3,8-dicarbonitrile C1(CC1)(C1CC1)N1N=NC(=C1)[C@H](C1=C2C=CN=CC2=CC=C1)NC=1C=C2C(=C(C=NC2=C(C1)C#N)C#N)NCC(C)(C)C